ClC=1C(=CC2=C(C[C@@](O2)([C@H]2NCCC2)C2=CC=CC=C2)C1C1=C(C=C2[C@H](CCNC2=C1F)C)C(=O)N)F (S)-7-((S)-5-Chloro-6-fluoro-2-phenyl-2-((S)-pyrrolidin-2-yl)-2,3-dihydrobenzofuran-4-yl)-8-fluoro-4-methyl-1,2,3,4-tetrahydroquinoline-6-carboxamide